C1OCC12CN(C2)S(=O)(=O)C2=CC(=C(N)C=C2)OC 4-((2-oxa-6-azaspiro[3.3]heptan-6-yl)sulfonyl)-2-methoxyaniline